hexaethylphosphorous amide C(C)OP(N(CC)CC)(OCC)(CC)CC